(S)-8-((3S,5R)-3,5-dimethylpiperazin-1-yl)-l-1-(4-fluorophenyl)-3-(1H-pyrrolo[2,3-b]pyridin-1-yl)-10-(trifluoromethyl)-3,4-dihydro-[1,4]thiazepino[2,3,4-ij]quinazolin-6(2H)-one C[C@H]1CN(C[C@H](N1)C)C1=NC(N2C3=C(C=C(C=C13)C(F)(F)F)S(C[C@H](C2)N2C=CC=1C2=NC=CC1)C1=CC=C(C=C1)F)=O